OCCN(CCCCCCCC(=O)OC(CCCCCCCC)CCCCCC(C)C)CCCCCC(=O)OCCCCCCCCCCC 1-(6-methylheptyl)nonyl 8-{(2-hydroxyethyl)[5-(undecyloxycarbonyl)pentyl]amino}octanoate